(S)-5-chloro-7-(2,6-dioxopiperidin-3-yl)-6-oxo-7,8-dihydro-2H,6H-spiro[furo[2,3-e]isoindole-3,4'-piperidine]-1'-carboxylic acid tert-butyl ester C(C)(C)(C)OC(=O)N1CCC2(CC1)COC1=C3CN(C(C3=C(C=C12)Cl)=O)[C@@H]1C(NC(CC1)=O)=O